2-(3-methoxy-4-((3-(4-methoxy-3-(pentyloxy)phenyl)-5-methyl-2-oxotetrahydropyrimidin-1(2H)-yl)methyl)phenyl)acetic acid COC=1C=C(C=CC1CN1C(N(CC(C1)C)C1=CC(=C(C=C1)OC)OCCCCC)=O)CC(=O)O